C(C=C)OC1=C(C=CC=C1)B(O)O 2-ALLYLOXYPHENYLBORONIC ACID